6-Chloro-3-[[(1R)-1-[3,6-dimethyl-2-(1-methylpyrazol-4-yl)-4-oxo-chromen-8-yl]-ethyl]amino]-N'-hydroxy-pyridine-2-carboxamidine ClC1=CC=C(C(=N1)C(=NO)N)N[C@H](C)C=1C=C(C=C2C(C(=C(OC12)C=1C=NN(C1)C)C)=O)C